CO[C@H]1C[C@@H](N(C1)C)COC1=CC=C(NC=2C(=NC(=C(N2)C)C2=CC=CC=3N(C=NC32)C)C(=O)N)C=C1 3-[4-[[(2R,4S)-4-Methoxy-1-methyl-pyrrolidin-2-yl]methoxy]anilino]-5-methyl-6-(1-methylbenzimidazol-4-yl)pyrazine-2-carboxamide